3-chloro-N-(4-{1-[(6-fluoropyridin-3-yl)carbamoyl]cyclobutyl}phenyl)benzamide ClC=1C=C(C(=O)NC2=CC=C(C=C2)C2(CCC2)C(NC=2C=NC(=CC2)F)=O)C=CC1